BrC1=C2C(=CNC2=CC=C1)F C4-bromo-3-fluoro-1H-indole